NC1=NC(=NC=C1)C=1C(=NN(C1OCC[C@H](C)NC1=C(C=NC(=C1)Cl)C1=NC=C(C=C1F)CN1CC(C1)CC(F)F)C)C (S)-N-(4-((4-(4-Aminopyrimidin-2-yl)-1,3-dimethyl-1H-pyrazol-5-yl)oxy)butan-2-yl)-6'-chloro-5-((3-(2,2-difluoroethyl)azetidin-1-yl)methyl)-3-fluoro-[2,3'-bipyridin]-4'-amine